C1(CCCCC1)C=1C=C(SC1)C1(CC1)C=1NC(C=2CN(CCCC2N1)C([C@@H](C=1C=C(C=CC1)C1=CC(=CC=C1)OC(F)(F)F)O)=O)=O (R)-2-(1-(4-cyclohexylthiophen-2-yl)cyclopropyl)-6-(2-hydroxy-2-(3'-(trifluoromethoxy)-[1,1'-biphenyl]-3-yl)acetyl)-3,5,6,7,8,9-hexahydro-4H-pyrimido[5,4-c]azepin-4-one